3-methyl-7-(4,4,5,5-tetramethyl-1,3,2-dioxaborolan-2-yl)quinolin-2-ol CC=1C(=NC2=CC(=CC=C2C1)B1OC(C(O1)(C)C)(C)C)O